[Cl-].C(CCCCCCC\C=C/CCCCCCCC)(=O)OC(C(C)OC(CCCCCCC\C=C/CCCCCCCC)=O)[N+](C)(C)C (1,2-dioleoyloxypropyl)trimethyl-ammonium chloride